FC1=CC=C(C=2SC(=C(C21)CC(F)(F)F)I)NC2CCN(CC2)C N-(4-fluoro-2-iodo-3-(2,2,2-trifluoroethyl)benzo[b]thiophen-7-yl)-1-methylpiperidin-4-amine